NC1=C2C(=NC=N1)N(N=C2C2=C(C#N)C=CC=C2)C(C)C2=NN(C1=CC(=CC=C21)Cl)C=2C=NC=CC2 (4-amino-1-(1-(6-chloro-1-(pyridin-3-yl)-1H-indazol-3-yl)ethyl)-1H-pyrazolo[3,4-d]pyrimidin-3-yl)benzonitrile